3-morpholino-3,4-dihydro-[1,4]oxazepino[2,3,4-ij]quinazolin-6(2H)-one O1CCN(CC1)C1CN2C(N=CC3=CC=CC(=C23)OC1)=O